sodium triazole salt N1N=NC=C1.[Na]